FC=1C(=C(C=CC1F)C=1C(OC(C1C)(C(F)(F)F)C)=O)OC 3-(3,4-difluoro-2-methoxyphenyl)-4,5-dimethyl-5-(trifluoromethyl)furan-2(5H)-one